CC=1C=C(C=CC1)SN1C(CCC1=O)=O N-(3-Methylphenylthio)succinimide